CC(C(=O)C1=CC=CC=C1)(C)N1N=C(C=C1)C(F)(F)F methyl-1-phenyl-2-(3-trifluoromethyl-1H-pyrazol-1-yl)propan-1-one